N-(5-(4,4,5,5-tetramethyl-1,3,2-dioxaborolan-2-yl)-1H-indol-3-yl)propionamide CC1(OB(OC1(C)C)C=1C=C2C(=CNC2=CC1)NC(CC)=O)C